(S)-3-(3-chloro-5-(6-(3-methoxytetrahydrofuran-3-yl)-4-methylpyridin-2-yl)-7H-pyrrolo[2,3-c]Pyridazin-7-yl)cyclobutane-1-carbonitrile ClC1=CC2=C(N=N1)N(C=C2C2=NC(=CC(=C2)C)[C@@]2(COCC2)OC)C2CC(C2)C#N